[Si](C)(C)(C(C)(C)C)OC[C@]12CC(CN2C(CC1)=O)=C (R)-7a-(((t-butyldimethylsilyl)oxy)methyl)-6-methylenehexahydro-3H-pyrrolizin-3-one